C(C1=CC=CC=C1)OC(=O)N1C(OC[C@H]1C(=O)O)(C)C (4S)-3-benzyloxycarbonyl-2,2-dimethyl-oxazolidine-4-carboxylic acid